2-({[2-ethyl-4-(trifluoromethyl)pyrazol-3-yl]methyl}sulfanyl)-3H,5H,6H,7H-cyclopenta[d]pyrimidin-4-one trifluoroacetate salt FC(C(=O)O)(F)F.C(C)N1N=CC(=C1CSC=1NC(C2=C(N1)CCC2)=O)C(F)(F)F